C(#N)C=1C(N(C2=CC=CC=C2C1N1C[C@H](N(C[C@@H]1C)C(=O)OC(C)(C)C)C)C)=O tert-butyl (2R,5S)-4-(3-cyano-1-methyl-2-oxo-1,2-dihydroquinolin-4-yl)-2,5-dimethylpiperazine-1-carboxylate